C(C)OC(CN1CCC(CC1)C=1C=NC(=NC1)N1C(C=2C=3C=C(N=NC3NC2CC1)C1=C(C=CC=C1)O)C)OCC 2-[4-[5-[1-(2,2-diethoxyethyl)-4-piperidyl]pyrimidin-2-yl]-3-methyl-4,8,10,11-tetrazatricyclo[7.4.0.02,7]trideca-1(9),2(7),10,12-tetraen-12-yl]phenol